ClC1=NC=C(C=C1CC=1C=NN(C1)CC)OC 2-chloro-3-[(1-ethyl-1H-pyrazol-4-yl)methyl]-5-methoxypyridine